C1(=CC=C(C=C1)C=1C(=C(C=CC1NC1=CC=CC=C1)C1=CC=C(C=C1)NC1=CC=CC=C1)C1=CC=C(C=C1)C1=CC=CC=C1)C1=CC=CC=C1 bis(biphenyl-4-yl)-N4,N4'-diphenyl-biphenyl-4,4'-diamine